C=CC(=O)OC1C=CC2C1C3CCC2C3 hexahydro-4,7-methano-1H-indenyl acrylate